iridium(III) bis[(naphthyl)quinoline] C1(=CC=CC2=CC=CC=C12)C1=NC2=CC=CC=C2C=C1.C1(=CC=CC2=CC=CC=C12)C1=NC2=CC=CC=C2C=C1.[Ir+3]